2-(2,6-dioxopiperidin-3-yl)-5-((3-(trans-3-(4-(5-methylpyridin-2-yl)-1H-pyrazol-1-yl)cyclobutyl)propyl)amino)isoindoline-1,3-dione O=C1NC(CCC1N1C(C2=CC=C(C=C2C1=O)NCCC[C@@H]1C[C@H](C1)N1N=CC(=C1)C1=NC=C(C=C1)C)=O)=O